[N+](=O)([O-])CC(C1=CC=CC=C1)C1=C(NC2=CC=CC(=C12)B(O)O)C1=CC=CC=C1 (3-(2-nitro-1-phenylethyl)-2-phenyl-1H-indol-4-yl)boronic acid